4,7-diazadodecyl isobutyrate C(C(C)C)(=O)OCCCNCCNCCCCC